tributylorthoformate C(CCC)OC(OCCCC)OCCCC